OCC1(COC1)CNC(=O)C=1C(=C2C(=NC1)SC(=C2)C2=CN=CS2)NC(C)C N-((3-(Hydroxymethyl)oxetan-3-yl)methyl)-4-(isopropylamino)-2-(thiazol-5-yl)thieno[2,3-b]pyridin-5-carboxamid